5-chloro-2-methyl-4-((2-methyl-3-(4,4,5,5-tetramethyl-1,3,2-dioxaborolan-2-yl)benzyl)oxy)benzaldehyde ClC=1C(=CC(=C(C=O)C1)C)OCC1=C(C(=CC=C1)B1OC(C(O1)(C)C)(C)C)C